C(C)OC(=O)C1=NC(=NC(=C1F)NC1=NNC(=C1)C)Cl 2-chloro-5-fluoro-6-((5-methyl-1H-pyrazol-3-yl)amino)pyrimidine-4-carboxylic acid ethyl ester